OC1C(=O)OCC1 α-hydroxy-gamma-butyrolactone